CC1=NC(=CC(=N1)NC1=NN2C(C=C(C=C2)C2=CC(=NC=C2OC[C@@H]2CNCCO2)C)=C1)C N-(2,6-dimethylpyrimidin-4-yl)-5-[2-methyl-5-[[(2S)-morpholin-2-yl]methoxy]-4-pyridyl]pyrazolo[1,5-a]pyridin-2-amine